2-Chloro-N-((1-((4-iodophenyl)sulfonyl)piperidin-4-yl)methyl)acetamide ClCC(=O)NCC1CCN(CC1)S(=O)(=O)C1=CC=C(C=C1)I